CC1(C2=CC(=CC=C2NC=2C=CC(=CC12)C1=CC=C(C#N)C=C1)CN1CCNCC1)C 4-(9,9-dimethyl-7-(piperazin-1-ylmethyl)-9,10-dihydroacridin-2-yl)benzonitrile